(S)-methyl 4-(2-bromo-3-fluorophenyl)-2-methyl-5-oxo-1,4,5,7-tetrahydrofuro[3,4-b]pyridine-3-carboxylate BrC1=C(C=CC=C1F)[C@@H]1C2=C(NC(=C1C(=O)OC)C)COC2=O